OC1C2CN(CC(C1)C2)C(=O)OCC2=CC=CC=C2 benzyl 6-hydroxy-3-azabicyclo[3.2.1]octane-3-carboxylate